3-(sec-butyl)-4-(6-oxo-1,6-dihydropyrimidin-4-yl)-1,3,4,5-tetrahydro-2H-benzo[1,4]diazepin-2-one C(C)(CC)C1C(NC2=C(CN1C=1N=CNC(C1)=O)C=CC=C2)=O